2-(2-isopropylphenyl)-9-((2-methyl-1-oxoisoindolin-5-yl)methyl)-7,9-dihydro-8H-purin-8-one C(C)(C)C1=C(C=CC=C1)C1=NC=C2NC(N(C2=N1)CC=1C=C2CN(C(C2=CC1)=O)C)=O